C(CCCCCCCCC(=O)OC1CC(N(C(C1)(C)C)OCCC)(C)C)(=O)OC1CC(N(C(C1)(C)C)OCCC)(C)C bis(1-propoxy-2,2,6,6-tetramethyl-4-piperidyl) sebacate